Cl.COC1=NC(=CC(=C1)NC=1C(=NC(=C(N1)NC)C=1C2=C(N=NC1)N(C=N2)C)C(=O)N)C 3-[(2-Methoxy-6-methyl-4-pyridyl)amino]-5-(methylamino)-6-(7-methylimidazo[4,5-c]pyridazin-4-yl)pyrazine-2-carboxamide hydrochloride